tert-butyl-(2S)-pyrrolidine-2-carboxylate C(C)(C)(C)OC(=O)[C@H]1NCCC1